(2,4-dimethylmorpholin-2-yl)methanol CC1(CN(CCO1)C)CO